FC(C1=NC=CC(=C1)C1=C(C=C2C=NN(C2=C1)C1CCOCC1)[N+](=O)[O-])F 6-(2-(Difluoromethyl)pyridin-4-yl)-5-nitro-1-(tetrahydro-2H-pyran-4-yl)-1H-indazole